N-(tert-butoxycarbonyl)-O-cyclopropyl-L-threonine methyl ester COC([C@@H](NC(=O)OC(C)(C)C)[C@H](OC1CC1)C)=O